N(=[N+]=[N-])C[C@@H]1OCCN(C1)C1=C(C=C(C=C1)F)[C@@H](C)N[S@](=O)C(C)(C)C (R)-N-((R)-1-(2-((R)-2-(azidomethyl)morpholino)-5-fluorophenyl)ethyl)-2-methylpropane-2-sulfinamide